C(C)(C)(C)OC(=O)N1CCC2(CC(CC2)N2C=NC3=CC=C(C(=C3C2=O)C)OC2=C(C(=CC=C2F)F)C#N)CC1.C1(CCCCC1)NCCC[Si](O[Si](C)(C)C)(O[Si](C)(C)C)O[Si](C)(C)C N-cyclohexyl-3-aminopropyl-tris(trimethylsiloxy)silane tert-butyl-3-[6-(2-cyano-3,6-difluoro-phenoxy)-5-methyl-4-oxo-quinazolin-3-yl]-8-azaspiro[4.5]decane-8-carboxylate